C1=C(C=CC2=CC=CC=C12)C1=CC=C2C=3C=CC(=CC3C3=CC=CC=C3C2=C1)B(O)O 7-(2-naphthyl)-triphenylene-2-boronic acid